FC1(C(N=C(C2=CC=CC=C12)C=1C=NN2C1C=CC=C2C)(C)C)F 4,4-difluoro-3,3-dimethyl-1-(7-methylpyrazolo[1,5-a]pyridin-3-yl)-isoquinoline